C1=C(C=CC2=CC=CC=C12)C1=NC2=C3N=C(C=CC3=CC=C2C=C1)C1=CC2=CC=CC=C2C=C1 2,9-bis-2-naphthyl-1,10-phenanthroline